C(CCCC\C=C\C)=O (E)-6-octenal